4-(4-chlorophenyl)-N2-cyclopropylpyrimidine-2,4,5-triamine ClC1=CC=C(C=C1)C1(NC(=NC=C1N)NC1CC1)N